tert-butyl 9-(4-amino-5-(6-((tert-butoxycarbonyl)(methyl)-amino)-pyridin-3-yl)-7-methyl-7H-pyrrolo[2,3-d]pyrimidin-6-yl)-3-azaspiro[5.5]undec-8-ene-3-carboxylate NC=1C2=C(N=CN1)N(C(=C2C=2C=NC(=CC2)N(C)C(=O)OC(C)(C)C)C2=CCC1(CCN(CC1)C(=O)OC(C)(C)C)CC2)C